1-(4-chlorophenyl)-2-morpholinoethane-1,2-dione ClC1=CC=C(C=C1)C(C(=O)N1CCOCC1)=O